8'-chloro-1'-[4-(pyridin-2-yloxy)piperidin-1-yl]-4'H,6'H-spiro[1,3-dioxolan-2,5'-[1,2,4]triazolo[4,3-a][1]benzazepine] ClC=1C=CC2=C(CC3(CC=4N2C(=NN4)N4CCC(CC4)OC4=NC=CC=C4)OCCO3)C1